FC1=C(C=C(C(=C1)F)C(NC1=NC(=CC=C1)C1=NN=CN1C(C)C)=O)NC(CCC(=O)NCCCCNC1=C2C(N(C(C2=CC=C1)=O)C1C(NC(CC1)=O)=O)=O)=O N1-(2,4-difluoro-5-((6-(4-isopropyl-4H-1,2,4-triazol-3-yl)pyridin-2-yl)carbamoyl)phenyl)-N4-(4-((2-(2,6-dioxopiperidin-3-yl)-1,3-dioxoisoindolin-4-yl)amino)butyl)succinamide